N(=[N+]=[N-])C[C@@H]1NC[C@H](C1)O[Si](C)(C)C(C)(C)C (2R,4S)-2-(azidomethyl)-4-((tert-butyldimethylsilyl)oxy)pyrrolidine